C=CC(CCCCC)O OCT-1-en-3-ol